norbornenylethylmethyldiethoxysilane C12(C=CC(CC1)C2)CC[Si](OCC)(OCC)C